[Si](C)(C)(C(C)(C)C)OCCO[C@@H]1CCN(C1)C1=CC=CC=C1 (2R,4R)-4-(2-((tert-butyldimethylsilyl)oxy)ethoxy)-1-phenylpyrrolidin